FC=1C=CC2=C(CCC3N(C2=O)CC(CC3)C=3SC=C(N3)C3=CSC=C3)C1 9-fluoro-3-[4-(thiophen-3-yl)-1,3-thiazol-2-yl]-1,3,4,11,12,12a-hexahydropyrido[1,2-b][2]benzazepin-6(2H)-one